FC(C12CC(C1)(C2)C2=C(C(=NC(=N2)C=2CCOC(C2)C=2C=NN(C2)C)C(=O)NC)NC(C(F)(F)F)=O)F 6-[3-(difluoromethyl)-1-bicyclo[1.1.1]pentanyl]-N-methyl-2-[6-(1-methylpyrazol-4-yl)-3,6-dihydro-2H-pyran-4-yl]-5-[(2,2,2-trifluoroacetyl)amino]pyrimidine-4-carboxamide